acrylic acid-8-nonene-1-yl ester C(CCCCCCC=C)OC(C=C)=O